C(C)OC(CC=1N=C(SC1)CC1=CC=CC=C1)=O (2-benzyl-1,3-thiazol-4-yl)acetic acid ethyl ester